trans-2-(trifluoromethyl)cyclobutan-1-amine hydrochloride Cl.FC([C@H]1[C@@H](CC1)N)(F)F